O=C1NC(CCC1N1C(C2=CC(=C(C=C2C1=O)F)F)=O)=O 2-(2,6-dioxo-3-piperidyl)-5,6-difluoro-isoindoline-1,3-dione